methyl (S,E)-(7-(dimethylamino)-1-((1-((6-fluoro-4-isobutyl-1H-benzo[d]imidazol-2-yl)methyl)-2-oxo-1,2-dihydropyridin-3-yl)amino)-1,7-dioxohept-5-en-2-yl)carbamate CN(C(/C=C/CC[C@@H](C(=O)NC=1C(N(C=CC1)CC1=NC2=C(N1)C=C(C=C2CC(C)C)F)=O)NC(OC)=O)=O)C